NC1CC2(C1)CCN(CC2)CCC2CCN(CC2)C2=CC(=C(C=C2F)NC2C(NC(CC2)=O)=O)F 3-((4-(4-(2-(2-amino-7-azaspiro[3.5]nonan-7-yl)ethyl)piperidin-1-yl)-2,5-difluorophenyl)amino)piperidine-2,6-dione